C(C1=CC=CC=C1)N1C(=CC2=CC=CC=C12)[Si](C1=CC=CC=C1)(C)C 1-benzyl-2-(dimethyl-(phenyl)silyl)-1H-indole